dimethylolsilane C(O)[SiH2]CO